5-(methyl-d3)-3-(trifluoromethyl)-7,8,9,10-tetrahydro-5H-pyrazino[1,2-a]pyrido[3,2-e]pyrazin C(N1C=C2N(C3=C1C=C(C=N3)C(F)(F)F)CCNC2)([2H])([2H])[2H]